(5-cyclohexyl)(5-octyl)(cyclohexyl)(silane) C1CCCC(C1)[SiH](C1CCCCC1)C(CCCC)CCC